C1N(CC2=CC=CC=C12)CC1=CC(C(=CO1)OCC1=NC=C(C(=O)N(C)C)C=C1)=O 6-(((6-(isoindolin-2-ylmethyl)-4-oxo-4H-pyran-3-yl)oxy)methyl)-N,N-dimethylnicotinamide